C(C(CC(C)=O)=O)[Ti+3] (2,4-pentanedionyl)titanium (IV)